C(#N)CC(=O)NC=1SC(=NN1)C1=CC=C(C=C1)OC 2-cyano-N-(5-(4-methoxyphenyl)-1,3,4-thiadiazol-2-yl)acetamide